ClC1=C(C=CC(=C1)C#C)C(=O)N1CC2(C1)CC(C2)N(C=2C1=C(N=CN2)NC=C1)C (2-chloro-4-ethynylphenyl)(6-(methyl(7H-pyrrolo[2,3-d]pyrimidin-4-yl)amino)-2-azaspiro[3.3]heptan-2-yl)methanone